C(#N)C1=C(C=CC=C1)C[C@@H](C=1SC2=C(N1)C=CC(=C2)OC)NC(OC(C)(C)C)=O |r| tert-butyl N-[rac-(1S)-2-(2-cyanophenyl)-1-(6-methoxy-1,3-benzothiazol-2-yl)ethyl]carbamate